bis(diphenylphosphinothioyl)disulfide C1(=CC=CC=C1)P(=S)(C1=CC=CC=C1)SSP(=S)(C1=CC=CC=C1)C1=CC=CC=C1